(R)-N-(4-fluoro-3-methylphenyl)-5-(2-((1-((2-hydroxyethyl)amino)-3,3-dimethyl-1-oxobutan-2-yl)amino)-2-oxoacetyl)-1,2,4-trimethyl-1H-pyrrole-3-carboxamide FC1=C(C=C(C=C1)NC(=O)C1=C(N(C(=C1C)C(C(=O)N[C@@H](C(=O)NCCO)C(C)(C)C)=O)C)C)C